allyl-triphenylphosphine silver [Ag].C(C=C)C1=C(C=CC=C1)P(C1=CC=CC=C1)C1=CC=CC=C1